OCCNC(C1=CC=C(C(=O)NCCO)C=C1)=O N1,N4-bis(2-hydroxyethyl)-terephthalamide